1-(4-methoxybenzyl)-5-methyl-1,4-dihydropyridine-3-formamide COC1=CC=C(CN2C=C(CC(=C2)C)C(=O)N)C=C1